BrC1=C(C)C=C(C=C1)F 2-Bromo-5-fluorotoluene